N[SH2](C1=CC(=CO1)C(=O)OCC)=C=N[Si](C)(C)C(C)(C)C ethyl 5-[amino[(tert-butyldimethylsilyl)imino]methylidene-lambda6-sulfanyl]furan-3-carboxylate